C(C)(=O)N1[C@H]([C@@H]([C@H](C2=CC(=CC=C12)C(=O)N)NC1=NC(=CC(=N1)C)C)C)C1CC1 (2S,3R,4R)-1-acetyl-2-cyclopropyl-4-((4,6-dimethylpyrimidin-2-yl)amino)-3-methyl-1,2,3,4-tetrahydroquinoline-6-carboxamide